C(C)(C)(C)OC(=O)N1CCC(CC1)C=1SC2=C(N1)C(=CC(=C2)C(=O)OC)C methyl 2-(1-(tert-butoxycarbonyl)piperidin-4-yl)-4-methylbenzo[d]thiazole-6-carboxylate